C(=O)(C(F)(F)F)[O-] n-trifluoroacetate